ClC=1C=C(C(=NC1)OC1=CC(=C(C#N)C=C1)F)F 4-((5-chloro-3-fluoropyridin-2-yl)oxy)-2-fluorobenzonitrile